CC=1N(C(=CC1C=O)C)C=1C=NC=CC1 2,5-dimethyl-1-pyridine-3-yl-1H-pyrrole-3-formaldehyde